[Si](C1=CC=CC=C1)(C1=CC=CC=C1)(C(C)(C)C)OCCCCCCCCCCCCO 12-((tert-butyldiphenylsilyl)oxy)dodecane-1-ol